C(C)(C)C1=C(C=CC=C1)C1=NC=C2NC(N(C2=N1)CC1=CC=C(C=C1)C=1C=NN(C1)C1CCOCC1)=O 2-(2-isopropylphenyl)-9-(4-(1-(tetrahydro-2H-pyran-4-yl)-1H-pyrazol-4-yl)benzyl)-7,9-dihydro-8H-purin-8-one